C[C@]1(CN(CCC1=C)C(=O)O)C(=O)O (S)-3-methyl-4-methylenepiperidine-1,3-dicarboxylic acid